N(=[N+]=[N-])CCN(CCN=[N+]=[N-])[N+](=O)[O-] 1,5-diazido-3-nitro-3-azapentane